anti-3-[3-[(Dimethylamino)methyl]-4-hydroxy-1-(3-phenyl-propyl)piperidin-4-yl]benzamid CN(C)CC1CN(CCC1(O)C=1C=C(C(=O)N)C=CC1)CCCC1=CC=CC=C1